2-hydroxy-3,3-diphenylacrylic acid isooctyl ester C(CCCCC(C)C)OC(C(=C(C1=CC=CC=C1)C1=CC=CC=C1)O)=O